BrC1=CN(C=2N=CN=C(C21)N[C@@H](C)C2=CC=CC(=N2)N2CCN(CC2)C(=O)OC(C)(C)C)COCC[Si](C)(C)C Tert-butyl (S)-4-(6-(1-((5-bromo-7-((2-(trimethylsilyl)ethoxy)methyl)-7H-pyrrolo[2,3-d]pyrimidin-4-yl)amino)ethyl)pyridin-2-yl)piperazine-1-carboxylate